4-[[3-(4-methoxyphenyl)imidazo[1,2-a]pyrazin-8-yl]amino]-2-methyl-N-[2-(1-methylpiperidin-4-yl)ethyl]benzamide COC1=CC=C(C=C1)C1=CN=C2N1C=CN=C2NC2=CC(=C(C(=O)NCCC1CCN(CC1)C)C=C2)C